7-oxo-7H-pyrido[1,2,3-de]-[1,4]Benzoxazine-6-carboxylic acid O=C1C(=CN2C=COC=3C2=C1C=CC3)C(=O)O